9-(3-(9H-Carbazol-9-yl)phenyl)-9H-Carbazol C1=CC=CC=2C3=CC=CC=C3N(C12)C=1C=C(C=CC1)N1C2=CC=CC=C2C=2C=CC=CC12